(1s,4s)-4-(8-(4-chloro-2-fluorophenylamino)-2-(tetrahydro-2H-pyran-4-ylamino)-9H-purin-9-yl)cyclohexanecarboxamide ClC1=CC(=C(C=C1)NC=1N(C2=NC(=NC=C2N1)NC1CCOCC1)C1CCC(CC1)C(=O)N)F